2-(4,6-dichloropyridin-2-yl)-4-methylthiazole ClC1=CC(=NC(=C1)Cl)C=1SC=C(N1)C